(1-methylpyrazol-4-yl){[5-(trifluoromethyl)(2-pyridinyl)]methyl}amine CN1N=CC(=C1)NCC1=NC=C(C=C1)C(F)(F)F